BrC1=CC=C(C=C1)C1OCCO1 2-(4-bromophenyl)-1,3-dioxolan